2-chlorothieno[3,2-d]pyrimidine-4-carboxylic acid ethyl ester C(C)OC(=O)C=1C2=C(N=C(N1)Cl)C=CS2